C(CCCCCCCCCCCCCCCCC)CN(C)CCC octadecyl-propyldimethylamine